COC=1C=C(C=CC1OC)C=1NC2=CC=C(C=C2C1CC(F)(F)F)C1CCN(CC1)C(CN(C)C)=O 1-(4-(2-(3,4-dimethoxyphenyl)-3-(2,2,2-trifluoroethyl)-1H-indol-5-yl)piperidin-1-yl)-2-(dimethylamino)ethan-1-one